C(CCC=CCC)=O Hept-4-enal